1-(4-(tert-butyl)phenyl)prop-2-yn-1-one C(C)(C)(C)C1=CC=C(C=C1)C(C#C)=O